methyl 3-amino-4-((6-isobutyl-4-methylpyridin-3-yl)amino)thieno[2,3-b]pyridine-2-carboxylate NC1=C(SC2=NC=CC(=C21)NC=2C=NC(=CC2C)CC(C)C)C(=O)OC